6-(oxazol-5-yl)pyrimidine-2,4-diol O1C=NC=C1C1=CC(=NC(=N1)O)O